ClC=1C=C2C=3C=C(C(=CC3NC2=CC1)NC1=CC(=C(C=C1)Cl)Cl)C=C 6-chloro-N-(3,4-dichlorophenyl)-3-vinyl-9H-carbazol-2-amine